N-(5-(8-ethyl-2-fluoroquinazolin-6-yl)-6-methoxypyridin-2-yl)-2-methylbenzenesulfonamide C(C)C=1C=C(C=C2C=NC(=NC12)F)C=1C=CC(=NC1OC)NS(=O)(=O)C1=C(C=CC=C1)C